(1R)-N-[2-(benzyloxy)ethyl]-1-(4-bromo-3,5-dimethoxyphenyl)ethane-1-amine hydrochloride Cl.C(C1=CC=CC=C1)OCCN[C@H](C)C1=CC(=C(C(=C1)OC)Br)OC